rel-2-((7r,8r)-2,7-dimethyl-3-oxo-2-azaspiro[4.5]decan-8-yl)-N-(imidazo[1,2-b]pyridazin-3-yl)-6-methoxy-2H-indazole-5-carboxamide CN1C[C@@]2(CC1=O)C[C@H]([C@@H](CC2)N2N=C1C=C(C(=CC1=C2)C(=O)NC2=CN=C1N2N=CC=C1)OC)C |o1:3|